phenylpropyl-magnesium bromide format C(=O)O.C1(=CC=CC=C1)CCC[Mg]Br